(4-(cyclopentylamino)pyrimidin-5-yl)methanol C1(CCCC1)NC1=NC=NC=C1CO